(S)-N-(5-chloro-6-(2H-1,2,3-triazol-2-yl)pyridin-3-yl)-2-fluoro-3,8,8-trimethyl-7,8-dihydro-6H-cyclopenta[e]pyrazolo[1,5-a]pyrimidine-6-carboxamide ClC=1C=C(C=NC1N1N=CC=N1)NC(=O)[C@H]1CC(C2=C1C=NC=1N2N=C(C1C)F)(C)C